3-chloro-2,6-dihydroxy-4-methylbenzoate ClC=1C(=C(C(=O)[O-])C(=CC1C)O)O